3-(4-[2,6-difluoro-4-({[(3-fluorooxetan-3-yl)methyl]carbamoyl}amino)phenoxy]-1-{[2-(trimethylsilyl)ethoxy]methyl}-1H-pyrrolo[2,3-b]pyridin-3-yl)-5-fluoro-N-methylbenzamide FC1=C(OC2=C3C(=NC=C2)N(C=C3C=3C=C(C(=O)NC)C=C(C3)F)COCC[Si](C)(C)C)C(=CC(=C1)NC(NCC1(COC1)F)=O)F